CC=1C=C(C=C(C1)C)NC(C=CC(=O)N1CCC2(CC1)C1=C(NC(O2)=O)C=CC(=C1)OC)=O N-(3,5-dimethylphenyl)-4-(6-methoxy-2-oxo-1,2-dihydrospiro[benzo[d][1,3]oxazin-4,4'-piperidin]-1'-yl)-4-oxobut-2-enamide